ClC=1C=C(C=CC1)NC(=O)C=1SC(=CC1)C1=CC(=CC=C1)OC1CCNCC1 N-(3-Chlorophenyl)-5-(3-(piperidin-4-yloxy)phenyl)thiophene-2-carboxamide